4-[3-(1-ethyl-3-methyl-1H-pyrazol-5-yl)-1H-1,2,4-triazol-5-yl]-1-[2-(3-oxa-8-azabicyclo[3.2.1]octan-8-yl)ethyl]-1H-indazole-6-carboxamide C(C)N1N=C(C=C1C1=NNC(=N1)C1=C2C=NN(C2=CC(=C1)C(=O)N)CCN1C2COCC1CC2)C